Cl.Cl.C(C)NCCC1=CC=C(CN(CC)C2=C(C=CC(=C2)OC)[C@H]2CC=3C=CC(=CC3CC2)O)C=C1 (6R)-6-[2-(N-{4-[2-(ethylamino)ethyl]benzyl}-N-ethylamino)-4-methoxyphenyl]-5,6,7,8-tetrahydronaphthalen-2-ol dihydrochloride